2-(4-(6-(4-Cyano-2-fluorobenzyloxy)pyridin-2-yl)-3-fluorobenzyl)-1-(2-fluoroethyl)-1H-benzo[d]imidazol C(#N)C1=CC(=C(COC2=CC=CC(=N2)C2=C(C=C(CC3=NC4=C(N3CCF)C=CC=C4)C=C2)F)C=C1)F